Bis-Hydroxylamine ONO